COC1=NC=C(C2=C1N=C(S2)NC(=O)N2CCC(CC2)(C)CO)N2CCOCC2 4-Hydroxymethyl-4-methyl-piperidine-1-carboxylic acid (4-methoxy-7-morpholin-4-yl-thiazolo[4,5-c]pyridin-2-yl)-amide